O.O.Cl.C1(NCC2=CC=CC=C12)=O 2,3-dihydroisoindol-1-one monohydrochloride dihydrate